CC=1C=C(CNCCCCC(C(=O)OC(C)(C)C)(F)F)C=CC1C tert-butyl 6-((3,4-dimethylbenzyl) amino)-2,2-difluorohexanoate